2-((1R,2R,3S,6R,8R)-2-(aminomethyl)tricyclo[4.2.1.03,8]nonan-2-yl)acetic acid NC[C@]1([C@H]2[C@@H]3C[C@@H](CC[C@H]13)C2)CC(=O)O